3-amino-1-((4-((2,4-difluorobenzyl)oxy)-1-((2-(trimethylsilyl)ethoxy)methyl)-1H-benzo[d]imidazol-2-yl)methyl)pyridin-2(1H)-one NC=1C(N(C=CC1)CC1=NC2=C(N1COCC[Si](C)(C)C)C=CC=C2OCC2=C(C=C(C=C2)F)F)=O